[Hg].C(C=C)(=O)OCCCCCCOC1=CC=C(C=C1)N=NC1=CC=C(C=C1)OCCCCCCOC(C=C)=O 4,4'-bis[6-(acryloyloxy)hexyloxy]azobenzene mercury